BrC=1C=C(OC2CCC(CC2)C(=O)OC)C=CC1 methyl (1r,4r)-4-(3-bromophenoxy)cyclohexane-1-carboxylate